N1=C(C=CC=C1C=1N=NN(C1)C1=CC(=C(C(=O)NO)C=C1)O)C=1N=NN(C1)C1=CC(=C(C(=O)NO)C=C1)O 4,4'-(PYRIDINE-2,6-DIYLBIS(1H-1,2,3-TRIAZOLE-4,1-DIYL))BIS(N,2-DIHYDROXYBENZAMIDE)